BrC=1C=CC(=NC1)S(F)(F)(F)(F)S(=O)(=O)[O-].[Na+] sodium (5-bromopyridin-2-yltetrafluoro-λ6-sulfanyl)sulfonate